C(=O)(O)[C@@H](O)[C@H](O)C(=O)O.N[C@@H]1CN(C[C@@H]([C@H]1O)C)C1=C2C(=NC=C1NC(=O)C1=NC(=C(C=C1)F)C1=C(C=CC=C1F)F)[C@@H](CC2)O N-{(R)-4-[(3R,4R,5S)-3-amino-4-hydroxy-5-methylpiperidin-1-yl]-7-hydroxy-6,7-dihydro-5H-cyclopenta[b]pyridin-3-yl}-6-(2,6-difluorophenyl)-5-fluoropyridinecarboxamide D-tartrate